C(\C=C(/C)\CCC=C(C)C)C1=C(O)C=CC(=C1)O Geranylhydroquinone